C(=O)C=1C2=C(C3=C(C(=C(N3C=O)C=C3C=CC(C=C4C=CC(=CC(C1)=N2)N4)=N3)C3=CC=CC=C3)C=O)C=O tetra-formyl-phenyl-porphyrin